1-(3,5-dichloro-4-((6,7-difluoro-4-oxo-3,4-dihydrophthalazin-1-yl)oxy)phenyl)-2,4-dioxo-1,2,3,4-tetrahydropyrimidine-5-carbonitrile ClC=1C=C(C=C(C1OC1=NNC(C2=CC(=C(C=C12)F)F)=O)Cl)N1C(NC(C(=C1)C#N)=O)=O